(R)-2-(Dimethylamino)-N-(7-(4-fluorobenzoyl)-8-methyl-3-(3-methyl-1,2,4-thiadiazole-5-yl)-5,6,7,8-tetrahydroimidazo[1,5-a]pyrazin-1-yl)acetamide CN(CC(=O)NC=1N=C(N2C1[C@H](N(CC2)C(C2=CC=C(C=C2)F)=O)C)C2=NC(=NS2)C)C